[Li+].[O-2].[Mn+2].[Co+2].[Ni+2] Nickel-cobalt-manganese-oxide lithium